CS(=O)CC=C 3-(methylsulfinyl)prop-1-ene